CC1=CC(=NC=C1)C1=NC=CC(=C1)C(=O)O 4'-methyl-4-carboxybipyridine